CC1=CC=CC=2N(N=NC21)CN(CCO)CCO 2,2'-(4-methyl-1H-benzotriazole-1-ylmethylimino)bisethanol